1-(5-(5-fluoro-2-methoxypyridin-4-yl)-1-(tetrahydro-2H-pyran-2-yl)-1H-pyrazole-3-carbonyl)-N-((3-methyl-1H-indazol-5-yl)methyl)piperidine-4-carboxamide FC=1C(=CC(=NC1)OC)C1=CC(=NN1C1OCCCC1)C(=O)N1CCC(CC1)C(=O)NCC=1C=C2C(=NNC2=CC1)C